C(C)NCC(CC[Si](OCC)(OCC)OCC)(C)C N-ethyl-3,3-dimethyl-1-4-aminobutyltriethoxysilane